tert-butyl (2S,5S)-5-(((tert-butyldiphenylsilyl)oxy)methyl)-2-((2-(3,5-dichloro-2-fluorophenyl)propan-2-yl)carbamoyl)morpholine-4-carboxylate [Si](C1=CC=CC=C1)(C1=CC=CC=C1)(C(C)(C)C)OC[C@@H]1CO[C@@H](CN1C(=O)OC(C)(C)C)C(NC(C)(C)C1=C(C(=CC(=C1)Cl)Cl)F)=O